CC1=CNC2=CC=C(C=C12)S(=O)(=O)N1C[C@@H](CC1)NC(OC(C)(C)C)=O tert-butyl N-[(3R)-1-[(3-methyl-1H-indol-5-yl) sulfonyl]pyrrolidin-3-yl]carbamate